C(C)(C)(C)OC(=O)N1CCN(CC1)C(C(C=1C=NC=CC1)N(C1=CC=C(C=C1)S(F)(F)(F)(F)F)C(=O)[C@@H]1NC[C@@H](C1)OC)=O tert-butyl-4-[2-[N-[(2R,4R)-4-methoxypyrrolidine-2-carbonyl]-4-(pentafluoro-λ6-sulfanyl)anilino]-2-(3-pyridyl)acetyl]piperazine-1-carboxylate